ethyl 2-hydroxy-2-(5-(2-hydroxypropan-2-yl)isoxazol-3-yl)-3-nitropropanoate OC(C(=O)OCC)(C[N+](=O)[O-])C1=NOC(=C1)C(C)(C)O